1-butyl-3-methylimidazoleMethanesulfonic acid C(CCC)N1C(N(C=C1)C)CS(=O)(=O)O